C1(=CC=CC=C1)[C@@H]1[C@@H](C1)C(=O)O cis-2-phenylcyclopropane-1-carboxylic acid